ClC1=C(C=C(C=C1)OC(F)(F)F)B(O)O 2-CHLORO-5-(TRIFLUOROMETHOXY)PHENYLBORONIC ACID